tert-butyl N-(1-{6-amino-5-[(3-amino-2-chlorophenyl)sulfanyl]pyrazin-2-yl}-4-methylpiperidin-4-yl)carbamate NC1=C(N=CC(=N1)N1CCC(CC1)(C)NC(OC(C)(C)C)=O)SC1=C(C(=CC=C1)N)Cl